BrC1=CC(=CC(=C1)OC(F)(F)F)C 1-bromo-3-methyl-5-(trifluoromethoxy)benzene